pyrido[2,1-a]phthalazine-11-carboxylate C=1C=CCN2C1C1=C(C=CC=C1C=N2)C(=O)[O-]